4-bromo-5-methylpyrrole-3-carbonitrile BrC=1C(=CNC1C)C#N